lithium phosphorus nitrogen 6-(2,4-dimethylpyrazol-3-yl)-7-methyl-5-[4-[(4-methylpyrimidin-2-yl)oxy]phenyl]pyrrolo[2,3-d]pyrimidin-4-amine CN1N=CC(=C1C1=C(C2=C(N=CN=C2N)N1C)C1=CC=C(C=C1)OC1=NC=CC(=N1)C)C.[N].[P].[Li]